(R)-N-(8,9-difluoro-6-oxo-1,4,5,6-tetrahydro-2H-pyrano[3,4-c]isoquinolin-1-yl)-2-(difluoromethyl)-3-methoxy-N-methyl-2H-indazole-6-carboxamide FC=1C(=CC=2C3=C(NC(C2C1)=O)COC[C@@H]3N(C(=O)C=3C=CC1=C(N(N=C1C3)C(F)F)OC)C)F